fluoropimelic anhydride FC1C(=O)OC(CCCC1)=O